C(C)(=O)O.C(#CCC)OS(=O)(=O)C1=CC=C(C)C=C1.CC1=NN(C=C1NC1=NC=C(C(=C1)NCCCNC(=O)C1CCC1)C(F)(F)F)C1CCN(CC1)C N-(3-((2-((3-methyl-1-(1-methylpiperidin-4-yl)-1H-pyrazol-4-yl)amino)-5-(trifluoromethyl)pyridin-4-yl)amino)propyl)cyclobutanecarboxamide butynyl-p-toluenesulfonate acetate